[(m-bromophenyl)mesyl]-N-methyl[p-(4-morpholino-1-{[2-(trimethylsilyl)ethoxy]methyl}-1H-1,5,7-triazainden-2-yl)phenyl]amine BrC=1C=C(C=CC1)CS(=O)(=O)N(C)C1=CC=C(C=C1)C=1N(C2=NC=NC(=C2C1)N1CCOCC1)COCC[Si](C)(C)C